FC(OC1=CC=C(C=C1)C(CC(=O)O)(CC(=O)O)C(=O)O)(F)F 2-(4-trifluoromethoxy-phenyl)-propane-1,2,3-tricarboxylic acid